chromonyl-2,4-thiazolidinedione C1C(=O)N(C(=O)S1)C2=CC(=O)C3=CC=CC=C3O2